CC=1C=C(C=CC1S(=O)(=O)C)C1=NC=CC2=C1C(=NN2C2OCCCC2)SC 4-(3-Methyl-4-(methylsulfonyl)phenyl)-3-(methylthio)-1-(tetrahydro-2H-pyran-2-yl)-1H-pyrazolo[4,3-c]pyridine